CC(CC(=O)[O-])(CCCC)C 3,3-dimethylheptanoate